COC=1C=C(C=C(C1OC)OC)N1C=NC(=C1)NC=1C2=C(N=CN1)NC=C2 N-(1-(3,4,5-trimethoxyphenyl)-1H-imidazol-4-yl)-7H-pyrrolo[2,3-d]pyrimidin-4-amine